C(C1=CC=CC=C1)OC1=NC(=CC2=CC=C(C(=C12)I)F)N 1-(benzyloxy)-7-fluoro-8-iodoisoquinolin-3-amine